2-[5-ethyl-7-(cis-3-hydroxy-3-methylcyclobutyl)-7H-pyrrolo[2,3-c]pyridazin-3-yl]-3-methyl-5-(trifluoromethyl)phenol C(C)C1=CN(C=2N=NC(=CC21)C2=C(C=C(C=C2C)C(F)(F)F)O)C2CC(C2)(C)O